Cl.FS(C1=C(C=CC=C1)CN)(F)(F)(F)F (2-(pentafluoro-λ6-sulfanyl)phenyl)methylamine hydrochloride